[N+](=O)([O-])C1=CC=C(OCC2CCN(CC2)C(=O)OC(C)(C)C)C=C1 tert-Butyl 4-((4-nitrophenoxy)methyl)piperidine-1-carboxylate